ClC1=C(N=C(NC1=O)C1=CC(=NC=C1)F)N1CCC2(C(NC(N2)=O)=O)CC1 8-[5-chloro-2-(2-fluoro-4-pyridyl)-6-oxo-1H-pyrimidin-4-yl]-1,3,8-triazaspiro[4.5]decane-2,4-dione